N1-(7,8-Dichloro-2-oxo-1,2,3,4,5,6-hexahydroazepino[4,5-b]indol-10-yl)oxalamide ClC1=C(C=C(C=2C3=C(NC12)CCNC(C3)=O)NC(C(=O)N)=O)Cl